2-[(1-methyl-1H-pyrazol-4-yl)amino]-4-[(pyridin-3-ylmethyl)amino]pyrimidin-5-carboxamide CN1N=CC(=C1)NC1=NC=C(C(=N1)NCC=1C=NC=CC1)C(=O)N